chloro-5',8'-dihydro-6'H-spiro[oxetan-3,7'-pteridine]-6'-one ClC1=NC=2NC3(C(NC2C=N1)=O)COC3